3-aminoazetidine-1-carboxylic acid tert-butyl ester C(C)(C)(C)OC(=O)N1CC(C1)N